ClC1=NC(=CC(=C1)[C@@H]1COC[C@H](N1C(C=C)=O)C)C1=NC(=NC=C1)C 1-((3R,5R)-3-(2-chloro-6-(2-methylpyrimidin-4-yl)pyridin-4-yl)-5-methylmorpholino)prop-2-en-1-one